C(#CCCCC#C)C=1C=C(C=2C3C(C(OC2C1)(C)C)CC=C(C3)C)O 3-Hepta-1,6-diynyl-6,6,9-trimethyl-6a,7,10,10a-tetrahydrobenzo[c]chromen-1-ol